C1(CC1)S(=O)(=O)C1(CC1)CN1C(C2=C(C=C1)C(=NN2C)C(=O)N)=O 6-((1-(cyclopropylsulfonyl)cyclopropyl)methyl)-1-methyl-7-oxo-6,7-dihydro-1H-pyrazolo[3,4-c]pyridine-3-carboxamide